CC1=C(C=CC=C1C)C1=C(C=C2C(=N1)C(=NN2)C=2C=CC(=NC2)N2CC(C2)C(C(=O)NC)O)OC (1-(5-(5-(2,3-dimethylphenyl)-6-methoxy-1H-pyrazolo[4,3-b]pyridin-3-yl)pyridin-2-yl)azetidin-3-yl)-2-hydroxy-N-methylacetamide